O1C(=CC=C1)C(=O)[O-].[Ag+] silver oxolate